O[Pt-2](O)(O)(O)(O)O hexa-hydroxyplatinum (IV)